N-(4-fluoro-3-(trifluorometh-yl)phenyl)-5-(5-(5-hydroxy-3a,5,6,6a-tetra-hydro-4H-cyclopenta[d]isoxazol-3-yl)-2-methoxy-benzamido)-2-methylbenzo[d]thiazole-6-carboxamide FC1=C(C=C(C=C1)NC(=O)C1=CC2=C(N=C(S2)C)C=C1NC(C1=C(C=CC(=C1)C1=NOC2C1CC(C2)O)OC)=O)C(F)(F)F